C(C)(C)(C)OC(=O)N1[C@H](CC2(CC(C2)(F)F)CC1)C1=CC=C(C=C1)C(=O)OC |r| (RS)-2,2-difluoro-6-(4-(methoxycarbonyl)phenyl)-7-azaspiro[3.5]nonane-7-carboxylic acid tert-butyl ester